(2E)-N-(3-bromo-2-fluorophenyl)-3-ethoxyprop-2-enamide BrC=1C(=C(C=CC1)NC(\C=C\OCC)=O)F